C(#N)N1C[C@]2(CC2C1)NC(=O)C1=CC=C(C=C1)C1=C(C=CC=C1)SC1=CC=C(C=C1)F N-((1R)-3-cyano-3-azabicyclo[3.1.0]hexan-1-yl)-2'-((4-fluorophenyl)thio)-[1,1'-biphenyl]-4-carboxamide